FC=1C=C(C=CC1C)S(=O)(=O)N1C2CNC(C1)C2 2-((3-fluoro-4-methylphenyl)sulfonyl)-2,5-diazabicyclo[2.2.1]heptane